[6-(3-cyclopropyl-1H-1,2,4-triazol-5-yl)-2-azaspiro[3.3]heptan-2-yl]-[6-[[4-(trifluoromethyl)isothiazol-5-yl]methyl]-2,6-diazaspiro[3.3]heptan-2-yl]methanone C1(CC1)C1=NNC(=N1)C1CC2(CN(C2)C(=O)N2CC3(C2)CN(C3)CC3=C(C=NS3)C(F)(F)F)C1